FC=1C(=C(C=CC1F)[C@H]1[C@@H](O[C@]([C@H]1C)(C(F)(F)F)C)C(=O)NC=1C=NC(=CC1)[C@H](CO)O)O (2R,3S,4S,5R)-3-(3,4-difluoro-2-hydroxyphenyl)-N-(6-((R)-1,2-dihydroxyethyl)pyridin-3-yl)-4,5-dimethyl-5-(trifluoromethyl)tetrahydrofuran-2-carboxamide